NCCC[Si](OCC)(OCC)C L-3-aminopropyl-methyl-diethoxysilane